(5-amino-8-bromo-3-fluoroquinolin-6-yl)-[6,7-difluoro-1-(oxan-2-yl)indazol-4-yl]methanone NC1=C2C=C(C=NC2=C(C=C1C(=O)C1=C2C=NN(C2=C(C(=C1)F)F)C1OCCCC1)Br)F